NC(C[SiH3])C 2-amino-propyl-silane